C(C1=CC=CC=C1)N1CC2=NNC(C=C2C1)=O 6-benzyl-2H,3H,5H,6H,7H-pyrrolo[3,4-c]pyridazin-3-one